iodomethanesulfonyl fluoride ICS(=O)(=O)F